C(C)(C)(C)C1=CC=CC(=N1)C1CC2(CN(C2)C(=O)C2CC(C2)(C)O)C1 (6-(6-(tert-butyl)pyridin-2-yl)-2-azaspiro[3.3]hept-2-yl)((1s,3s)-3-hydroxy-3-methylcyclobutyl)methanone